C[C@@H]1N(C[C@H](NC1)C)C1=C(C(N(C2=CC(=CC=C12)OC)C)=O)C#N 4-((2S,5R)-2,5-dimethylpiperazine-1-yl)-7-methoxy-1-methyl-2-oxo-1,2-dihydroquinoline-3-carbonitrile